tert-butyl (3-bromonaphthalen-1-yl)carbamate BrC=1C=C(C2=CC=CC=C2C1)NC(OC(C)(C)C)=O